BrC=1C=C(C(=NC1)N1C2(CCC2)CCC1=O)F 5-(5-bromo-3-fluoropyridin-2-yl)-5-azaspiro[3.4]octan-6-one